COCC(C1=CC(=CC=C1)C(F)(F)F)NC(N)=O 3-[2-methoxy-1-(3-trifluoromethyl-phenyl)-ethyl]-urea